C(C=C)(=O)O.C(C=C)(=O)O.NC(=O)OCC.NC(=O)OCC Diurethane diacrylate